2,6-difluoro-3-chloro-5-trifluoromethyl-pyridine FC1=NC(=C(C=C1Cl)C(F)(F)F)F